8-(4-aza-1-azoniabicyclo[2.2.2]oct-1-yl)-5-(3,4-difluorophenyl)-6-tetrahydropyran-4-yl-1H-pyrazolo[4,3-g]isoquinoline [N+]12(CCN(CC1)CC2)C2=NC(=C(C1=CC3=C(C=C21)NN=C3)C3=CC(=C(C=C3)F)F)C3CCOCC3